SC=1SC=C(N1)C1=CC=NC=C1 2-mercapto-4-(4-pyridyl)thiazole